para-guanidinyl-phenylalanine N(C(=N)N)C1=CC=C(C[C@H](N)C(=O)O)C=C1